4-cumyl-6-(2H-benzotriazol-2-yl)phenol C(C)(C)(C1=CC=CC=C1)C1=CC=C(C(=C1)N1N=C2C(=N1)C=CC=C2)O